2-(dimethylamino)-3-fluoro-7,8-dimethoxy-10,11-dihydro-5H-dibenzo[a,d][7]annulen-5-one CN(C1=CC2=C(C(C3=C(CC2)C=C(C(=C3)OC)OC)=O)C=C1F)C